CN1N=C2C(CN(C=3C(=NC=CC23)NC2=C(N=NC=C2)C(=O)NC([2H])([2H])[2H])C)=C1 4-((2,5-dimethyl-4,5-dihydro-2H-pyrazolo[4,3-c][1,7]naphthyridin-6-yl)amino)-N-(methyl-d3)pyridazine-3-carboxamide